mono-[2-(2-methoxy-ethoxy)-ethyl] glutarate C(CCCC(=O)[O-])(=O)OCCOCCOC